FC=1C(=C(C=CC1F)[C@H]1[C@@H](O[C@]([C@H]1C)(C(F)(F)F)C)C(=O)NC=1C=C(C=C(C1)C(=O)N)C(=O)N)OC |o1:8,9,11,12| rel-(2R,3S,4S,5R)-5-({[3-(3,4-difluoro-2-methoxyphenyl)-4,5-dimethyl-5-(Trifluoromethyl)tetrahydrofuran-2-yl]carbonyl}amino)benzene-1,3-dicarboxamide